CCN\\1C2=C(C3=C(C=C2)C(=CC(=C3)S(=O)(=O)[O-])S(=O)(=O)[O-])C(/C1=C/C=C/C=C/C4=[N+](C5=C(C4(C)C)C=C(C=C5)C(=O)O)CCCCS(=O)(=O)[O-])(C)C.[K+].[K+] The molecule is a cyanine dye and an organic potassium salt. It has a role as a fluorochrome. It contains a NIR-2(2-).